[Si](C)(C)(C(C)(C)C)OCCC[C@@H](C)OC1=C(C=CC(=C1)C)S(=O)(=O)N1[C@@H](CCC1)C(=O)OC(C)(C)C |&1:11| tert-Butyl ((2-(((RS)-5-((tert-butyldimethylsilyl)oxy)pentan-2-yl)oxy)-4-methylphenyl)sulfonyl)-L-prolinate